3-methoxy-N-[(5-{4-[(1-methylpiperidin-4-yl)amino]-1-(2,2,2-trifluoroethyl)-1H-indol-2-yl}-1,3,4-thiadiazol-2-yl)methyl]benzamide COC=1C=C(C(=O)NCC=2SC(=NN2)C=2N(C3=CC=CC(=C3C2)NC2CCN(CC2)C)CC(F)(F)F)C=CC1